C(C\C=C/CCCCCCCCCC)[Mg]Cl (3Z)-3-tetradecenyl-magnesium chloride